NC=1SC2=C(N1)C(=CC=C2F)N2CC=1N=C(N=C(C1CC2)O)OCC21CCCN1CCC2 7-(2-amino-7-fluorobenzo[d]thiazol-4-yl)-2-((hexahydro-1H-pyrrolizin-7a-yl)methoxy)-5,6,7,8-tetrahydropyrido[3,4-d]pyrimidin-4-ol